BrC1=C(C(=C(C=C1)I)F)CC 1-bromo-2-ethyl-3-fluoro-4-iodobenzene